(dicyclopentadiene) tetrafluoroborate rhodium [Rh+3].F[B-](F)(F)F.C1=CC=CC1.C1=CC=CC1.F[B-](F)(F)F.F[B-](F)(F)F